COC(=O)C1=CC2=NC=CC=C2S1 thieno[3,2-b]Pyridine-2-carboxylic acid methyl ester